(E)-(4-methoxyphenyl)(2-styrylpyrrolidin-1-yl)methanone COC1=CC=C(C=C1)C(=O)N1C(CCC1)\C=C\C1=CC=CC=C1